ClC=1C=C(OC2C(C(C2(C)C)NC(C2=CN=C(C=C2)N2CCN(CC2)CC=2C=C3C(N(C(C3=C(C2)F)=O)C2C(NC(CC2)=O)=O)=O)=O)(C)C)C=CC1C#N N-((1r,3r)-3-(3-chloro-4-cyanophenoxy)-2,2,4,4-tetramethylcyclobutyl)-6-(4-((2-(2,6-dioxopiperidin-3-yl)-7-fluoro-1,3-dioxoisoindoline-5-yl)methyl)piperazin-1-yl)nicotinamide